3-(9H-carbazol-9-yl)-5-methyl[1,1'-biphenyl] C1=CC=CC=2C3=CC=CC=C3N(C12)C=1C=C(C=C(C1)C)C1=CC=CC=C1